3-cyano-6-trifluoromethyl-1,2,4-triazazine-5-carbonyl chloride C(#N)N1NN=C(C(=N1)C(=O)Cl)C(F)(F)F